Butan-2-yl-2-[1-[(4-methylphenyl)methyl]-5-oxopyrrolidin-2-yl]acetat CC(CC)OC(CC1N(C(CC1)=O)CC1=CC=C(C=C1)C)=O